tetrafluorophenyl-trimethylammonium nicotinate C(C1=CN=CC=C1)(=O)[O-].FC=1C(=C(C(=C(C1)[N+](C)(C)C)F)F)F